BrC1=CC(=C(C=C1F)NS(=O)(=O)C1=CNC=2C[C@](CCC12)(C(F)(F)F)OC([2H])([2H])[2H])F (R)-N-(4-bromo-2,5-difluorophenyl)-6-(methoxy-d3)-6-(trifluoromethyl)-4,5,6,7-tetrahydro-1H-indole-3-sulfonamide